O=C1NC(CCC1N1C(C2=CC=C(C=C2C1)CC=1C(=NC2=CC=CC=C2C1C(=O)N)C=1C=C(C=CC1)C)=O)=O ((2-(2,6-dioxopiperidin-3-yl)-1-oxoisoindolin-5-yl)methyl)-2-(m-tolyl)quinoline-4-carboxamide